N1(CCCCC1)C1=CC=C(C=C1)B(O)O [4-(1-piperidyl)phenyl]boronic acid